BrC=1C(=C(C=CC1)[Ru+])Br dibromophenyl-ruthenium (II)